N(=[N+]=[N-])CCOCCOCCOCCNC(=O)CCOCC(COCCC(NCCOCCOCCOCCN=[N+]=[N-])=O)NC(=O)CCOCCOCCOCCOCCNC(OC(C)(C)C)=O tert-Butyl N-(14-{[1,3-bis({2-[(2-{2-[2-(2-azidoethoxy)ethoxy]ethoxy}ethyl)carbamoyl]ethoxy})propan-2-yl]carbamoyl}-3,6,9,12-tetraoxatetradecan-1-yl)carbamate